COC(CC(C)(S)C)C 4-methoxy-2-methylpentane-2-thiol